CC1=CC=C(C=C1)CN1C(CCC1=O)CC(=O)NCCCC(=O)OC methyl 4-[[2-[1-[(4-methylphenyl)methyl]-5-oxopyrrolidin-2-yl]acetyl]amino]butyrate